DiphenylpyridineAmine C1(=CC=CC=C1)C1=C(C(=NC=C1)N)C1=CC=CC=C1